N-({5-[5-(difluoromethyl)-1,3,4-oxadiazol-2-yl]-1,3-thiazol-2-yl}methyl)-3-(morpholin-4-yl)-N-(pyridin-3-yl)propionamide FC(C1=NN=C(O1)C1=CN=C(S1)CN(C(CCN1CCOCC1)=O)C=1C=NC=CC1)F